((difluoromethyl)thio)-1-((2-fluoropyridin-4-yl)methyl)-1H-pyrrole-2-carboxamide FC(SC1=C(N(C=C1)CC1=CC(=NC=C1)F)C(=O)N)F